4-[(4-methoxyphenyl)methyl]-1H-1,2,4-triazol-5-one COC1=CC=C(C=C1)CN1C=NNC1=O